C(#N)C(=NNC=1C=C2C(=NC1)N(C=C2Cl)C(=O)OC(C)(C)C)C#N tert-butyl 5-(2-(dicyanomethylene) hydrazino)-3-chloro-1H-pyrrolo[2,3-b]pyridine-1-carboxylate